(4-(2-fluoroethylamino)pyrimidin-2-yl)-5,6-dihydropyridine-1(2H)-carboxylic acid tert-butyl ester C(C)(C)(C)OC(=O)N1C(C=CCC1)C1=NC=CC(=N1)NCCF